2,3-dimethyl-butene CC(=C)C(C)C